octamethoxycyclotetrasiloxane CO[Si]1(O[Si](O[Si](O[Si](O1)(OC)OC)(OC)OC)(OC)OC)OC